NCC1=NN(C(=C1)C(=O)N(C)C)CC1CC(C1)O 3-(Aminomethyl)-1-((3-hydroxycyclobutyl)methyl)-N,N-dimethyl-1H-pyrazole-5-carboxamide